lithium (S)-2,2-dimethyl-[1,3]dioxolane-4-carboxylate CC1(OC[C@H](O1)C(=O)[O-])C.[Li+]